COCCOC(=O)N1CCN(CC1)C1=CC(=CC=C1)[C@](C1=CC=C(C=C1)C(C)C)(O)C1(CN(C1)C)C 4-{3-[(S)-(1,3-Dimethyl-azetidin-3-yl)-hydroxy-(4-isopropyl-phenyl)-methyl]-phenyl}-piperazine-1-carboxylic acid 2-methoxy-ethyl ester